C(=O)C1=C(C=C(C=C1)OC)NS(=O)(=O)C N-(2-formyl-5-methoxyphenyl)methanesulfonamide